(R)-6-(2-(3-(6-(benzyloxy)pyridin-3-yl)phenyl)-2-hydroxyacetyl)-2-(1-phenylcyclopropyl)-5,6,7,8-tetrahydropyrido[4,3-d]pyrimidin-4(3H)-one C(C1=CC=CC=C1)OC1=CC=C(C=N1)C=1C=C(C=CC1)[C@H](C(=O)N1CC2=C(N=C(NC2=O)C2(CC2)C2=CC=CC=C2)CC1)O